2-(2-(2-aminoacetamido)acetylamino)acetic acid NCC(=O)NCC(=O)NCC(=O)O